(R)-2-(((benzyloxy)carbonyl)amino)-3-(5-fluoro-2'-(methoxymethyl)-[1,1'-biphenyl]-3-carboxamido)propanoate C(C1=CC=CC=C1)OC(=O)N[C@@H](C(=O)[O-])CNC(=O)C=1C=C(C=C(C1)F)C1=C(C=CC=C1)COC